BrC1=CC=C2C(N(C(NC2=C1)N(C)C)C1CC(N(CC1)C(=O)OC(C)(C)C)(C)C)=O tert-butyl 4-(7-bromo-2-(dimethylamino)-4-oxo-1,4-dihydroquinazolin-3(2H)-yl)-2,2-dimethylpiperidine-1-carboxylate